2-(3-Fluorophenyl)-N-[(3S,4R)-4-hydroxytetrahydrothiophen-3-yl]-3-oxo-6-[6-(trifluoromethyl)pyridin-3-yl]-2,3-dihydropyridazine-4-carboxamide FC=1C=C(C=CC1)N1N=C(C=C(C1=O)C(=O)N[C@@H]1CSC[C@@H]1O)C=1C=NC(=CC1)C(F)(F)F